(R)-2-(5-chloro-4-(3,3-difluoro-1-methylcyclopentyl)-2-methylphenyl)-4-oxo-1,4-dihydro-1,6-naphthyridine-5-carboxamide ClC=1C(=CC(=C(C1)C=1NC=2C=CN=C(C2C(C1)=O)C(=O)N)C)[C@]1(CC(CC1)(F)F)C